2-methylquinoline-5-carboxylic acid CC1=NC=2C=CC=C(C2C=C1)C(=O)O